2,6-dichloro-4-methyl-pyridine ClC1=NC(=CC(=C1)C)Cl